(2R,3R,4S,5R,6S)-2-(acetoxymethyl)-6-((3-hydroxypropyl)thio)tetrahydro-2H-pyran-3,4,5-triyl triacetate C(C)(=O)O[C@@H]1[C@H](O[C@H]([C@@H]([C@H]1OC(C)=O)OC(C)=O)SCCCO)COC(C)=O